C(C)(C)(C)OC(NCCCNS(=O)(=O)C)=O (3-(Methanesulfonamido)propyl)carbamic acid tert-butyl ester